FC=1C=C(C(=NC1)C(C)C)C1=NC=C2NC(N(C2=N1)CC1=CC=C(C=C1)C=1N(C=C(N1)C(F)(F)F)C)=O 2-(5-fluoro-2-isopropylpyridin-3-yl)-9-(4-(1-methyl-4-(trifluoromethyl)-1H-imidazol-2-yl)benzyl)-7,9-dihydro-8H-purin-8-one